5-bromo-4-chloro-6-methyl-2-(methylsulfanyl)pyrimidine BrC=1C(=NC(=NC1C)SC)Cl